{4-{(3β,5α,17α)-17-hydroxypregn-20-yn-3-yl}piperazin-1-yl}[(2S)-1-(quinolin-2-ylcarbonyl)pyrrolidin-2-yl]methanone O[C@]1(C#C)CC[C@H]2[C@@H]3CC[C@H]4C[C@H](CC[C@]4(C)[C@H]3CC[C@]12C)N1CCN(CC1)C(=O)[C@H]1N(CCC1)C(=O)C1=NC2=CC=CC=C2C=C1